(2-Hydroxyethyl)-3,4-methylenedioxyamphetamine tert-butyl-3-((6-methoxypyridin-3-yl)methyl)-3,6-diazabicyclo[3.1.1]heptane-6-carboxylate C(C)(C)(C)OC(=O)N1C2CN(CC1C2)CC=2C=NC(=CC2)OC.OCCNC(C)CC2=CC1=C(C=C2)OCO1